5-ethyl-4-methyl-1,2,4-triazole-3-thiol C(C)C=1N(C(=NN1)S)C